C1(=CC(=CC=C1)CC=CC(=O)[O-])CC=CC(=O)[O-] m-Xylylendiacrylat